1,3-dimethyl-N-(2-(pyridin-4-yl)-1H-pyrrolo[3,2-c]pyridin-6-yl)-1H-pyrazole-4-carboxamide CN1N=C(C(=C1)C(=O)NC1=CC2=C(C=N1)C=C(N2)C2=CC=NC=C2)C